C(C1=CC=CC=C1)OC1=CC=C(C(=O)NC2=CC=C(C=C2)C=2OC(=CC2)C(=O)N2CC3=CC(=C(C=C3CC2)OC)OC)C=C1 4-(benzyloxy)-N-(4-(5-(6,7-dimethoxy-1,2,3,4-tetrahydroisoquinoline-2-carbonyl)furan-2-yl)phenyl)benzamide